1,3,5-trihydroxymethyl-cyclohexane OCC1CC(CC(C1)CO)CO